acryloyloxynorbornane C(C=C)(=O)OC12CCC(CC1)C2